C(C)(C)(C)OC(=O)N1CCN(CC1)C1=C(C=C(C(=C1)OCCS(=O)(=O)C)F)F 4-(2,4-difluoro-5-(2-(methylsulfonyl)ethoxy)phenyl)-piperazine-1-carboxylic acid tert-butyl ester